C(CC(C(=O)[O-])C(C)(C1=CC(=C(C=C1)O)C(C)(C)C)C1=CC(=C(C=C1)O)C(C)(C)C)C(C(=O)[O-])C(C)(C1=CC(=C(C=C1)O)C(C)(C)C)C1=CC(=C(C=C1)O)C(C)(C)C ethylenebis[3,3-bis[3-(1,1-dimethylethyl)-4-hydroxyphenyl] butyrate]